1-(benzo[d]thiazol-6-yl)-N-methylpropan-2-amine S1C=NC2=C1C=C(C=C2)CC(C)NC